1-((2,4-dimethylthiazole-5-yl)methyl)-N-(1-methylcyclopropyl)-3-((2-methylthiazole-5-yl)methyl)-2,4-dioxo-1,2,3,4-tetrahydrothieno[2,3-d]pyrimidin-6-sulfonamide CC=1SC(=C(N1)C)CN1C(N(C(C2=C1SC(=C2)S(=O)(=O)NC2(CC2)C)=O)CC2=CN=C(S2)C)=O